1-((1,3,4-thiadiazol-2-yl)amino)-2-methylpropan-2-ol S1C(=NN=C1)NCC(C)(O)C